FC(=C(OC(C(OC(C(C(F)(F)F)(F)F)(F)F)(C(F)(F)F)F)(F)F)F)F perfluoro(5-methyl-3,6-dioxa-1-nonene)